2-[(5-bromo-2-methyl-indazol-7-yl)methyl]-1,2-thiazolidine 1,1-dioxide BrC1=CC2=CN(N=C2C(=C1)CN1S(CCC1)(=O)=O)C